ClCC1=CC=C(C=N1)C1=NC(=C(C=C1)NC(=O)C=1C(=NOC1C)C1=CC=CC=C1)OC N-(6'-(chloromethyl)-6-methoxy-[2,3'-bipyridine]-5-yl)-5-methyl-3-phenylisoxazole-4-carboxamide